FC1(CC(C1)NC1=NC=C2N=C(N(C2=N1)C1CCC(CC1)C(=O)N)NC1=C(C=C(C=C1Cl)Cl)Cl)F (1s,4s)-4-(2-(3,3-difluorocyclobutylamino)-8-(2,4,6-trichlorophenylamino)-9H-purin-9-yl)cyclohexanecarboxamide